((S)-4-(4-chloropyrazolo[1,5-a]pyridin-2-yl)-6,7-dihydro-1H-imidazo[4,5-c]pyridin-5(4H)-yl)(2-((S)-1-hydroxyethyl)-4-methyloxazol-5-yl)methanone ClC=1C=2N(C=CC1)N=C(C2)[C@H]2N(CCC1=C2N=CN1)C(=O)C1=C(N=C(O1)[C@H](C)O)C